1,3-bis(3-methylbut-2-en-1-yl)trisulfane CC(=CCSSSCC=C(C)C)C